N-(3-(3-cyclopropyl-5-((2-fluoro-4-iodophenyl)amino)-6,8-dimethyl-2,4,7-trioxo-3,4,6,7-tetrahydropyrido[4,3-d]pyrimidin-1(2H)-yl)phenyl)-2-(4-(p-tolyl)-1H-1,2,3-triazol-1-yl)acetamide C1(CC1)N1C(N(C=2C(C1=O)=C(N(C(C2C)=O)C)NC2=C(C=C(C=C2)I)F)C=2C=C(C=CC2)NC(CN2N=NC(=C2)C2=CC=C(C=C2)C)=O)=O